3-(2-isocyanoethyl)-2-methyl-indole [N+](#[C-])CCC1=C(NC2=CC=CC=C12)C